3-(5-fluoro-3,4-dimethyl-3,4-dihydroisoquinolin-1-yl)quinoline FC1=C2C(C(N=C(C2=CC=C1)C=1C=NC2=CC=CC=C2C1)C)C